5-(5-chloropyridin-3-yl)-2,5,6,7-tetrahydro-3H-pyrrolo[2,1-c][1,2,4]triazol-3-one ClC=1C=C(C=NC1)C1CCC2=NNC(N21)=O